((2S,4S)-1-acryloyl-4-(4-(3-(dimethylamino)-3-methylazetidin-1-yl)-7-(2,3-dimethylphenyl)-6-fluoro-8-methyl-1H-[1,2,3]triazolo[4,5-c]quinolin-1-yl)piperidin-2-yl)acetonitrile C(C=C)(=O)N1[C@@H](C[C@H](CC1)N1N=NC=2C(=NC=3C(=C(C(=CC3C21)C)C2=C(C(=CC=C2)C)C)F)N2CC(C2)(C)N(C)C)CC#N